N[C@@H](C(=O)N)C (2R)-2-aminopropionamide